3-(cyclopropylmethyl)-7-[1-(2,4-difluorophenoxy)ethyl]-8-(trifluoromethyl)[1,2,4]triazolo-[4,3-a]pyridine C1(CC1)CC1=NN=C2N1C=CC(=C2C(F)(F)F)C(C)OC2=C(C=C(C=C2)F)F